CC1=C(C=CC=C1C(F)(F)F)[C@@H](C)NC(=O)C1=CN(C(C=C1N[C@H]1CCN(C2(CC2)C1)C)=O)C1CCOCC1 N-((R)-1-(2-methyl-3-(trifluoromethyl)phenyl)ethyl)-4-(((S)-4-methyl-4-azaspiro[2.5]octan-7-yl)amino)-6-oxo-1-(tetrahydro-2H-pyran-4-yl)-1,6-dihydropyridine-3-carboxamide